8-(4-fluoro-2-methoxyphenyl)-N-[4-(piperidin-4-yl)-2,3-dihydro-1-benzofuran-7-yl]quinazolin-2-amine FC1=CC(=C(C=C1)C=1C=CC=C2C=NC(=NC12)NC1=CC=C(C=2CCOC21)C2CCNCC2)OC